OCC1=CC=C(N=N1)N1CC(N(CC1)CC1=CC=C(C=C1)OC)=O 4-(6-(hydroxymethyl)pyridazine-3-yl)-1-(4-methoxybenzyl)piperazine-2-one